S1C(=NC2=C1C=CC=C2)NC2=C(C=C(N=N2)N(C=2SC=C(N2)C(=O)OCC)CCC)C ethyl 2-({6-[(1,3-benzothiazol-2-yl)amino]-5-methylpyridazin-3-yl}(propyl)amino)-1,3-thiazole-4-carboxylate